SCC1=CC(=CC(=C1)CS)CS 1,3,5-trimercaptomethyl-benzene